C(C1=CC=CC=C1)N1C[C@H](C([C@H](C1)C)(F)F)CCO 2-[(3R,5S)-1-benzyl-4,4-difluoro-5-methyl-3-piperidyl]ethanol